5a,6-dihydro-11H,13H-benzo[5,6][1,3]oxazino[3,2-b]isoquinolin-13-one C1=CC=CC2=C1C(N1CC3=CC=CC=C3CC1O2)=O